4,4,5,5-tetramethyl-2-(2-methylphenethyl)-1,3,2-dioxaborolane CC1(OB(OC1(C)C)CCC1=C(C=CC=C1)C)C